1-bromo-2-chloro-3-methyl-benzene BrC1=C(C(=CC=C1)C)Cl